C(C)OC(=O)C1=C(N=C(S1)C1=CC=C2C(=NNC2=C1)C(NC)=O)C 4-methyl-2-(3-(methylcarbamoyl)-1H-indazol-6-yl)thiazole-5-carboxylic acid ethyl ester